C(C)OC1=CC=C(OC(C(=O)NC2=CC=C(C=C2)C2=CC=C(C=C2)COC)(C)C)C=C1 2-(4-ethoxyphenoxy)-N-(4'-(methoxymethyl)-[1,1'-biphenyl]-4-yl)-2-methylpropanamide